CNC(=O)C1=CC=C(C=N1)N[C@H]1CN(CC1)CC=1C=CC=2C3=C(C(NC2C1F)=O)OC=C3 (R)-7-((3-((6-(methylcarbamoyl)pyridin-3-yl)amino)pyrrolidin-1-yl)methyl)-6-fluorofuro[2,3-c]quinolin-4(5H)-one